(s)-5-(Azetidin-2-ylmethoxy)-N-(1-(7-methoxyquinolin-5-yl)cyclopropyl)-2-methyl-4-nitrobenzamide N1[C@@H](CC1)COC=1C(=CC(=C(C(=O)NC2(CC2)C2=C3C=CC=NC3=CC(=C2)OC)C1)C)[N+](=O)[O-]